C(#N)C=1C=NN2C1C(=CC(=C2)OCC(C)(C)O)C=2C=CC(=NC2)N2CC1N(C(C2)C1)C(=O)NCC(C)C 3-(5-(3-cyano-6-(2-hydroxy-2-methylpropoxy)pyrazolo[1,5-a]pyridin-4-yl)pyridin-2-yl)-N-isobutyl-3,6-diazabicyclo[3.1.1]heptane-6-carboxamide